6-(chloromethyl)-5-methyl-[1,2,4]triazolo[1,5-a]pyrimidin-7-amine ClCC=1C(=NC=2N(C1N)N=CN2)C